[Si](C)(C)(C(C)(C)C)OCC=1N=NC(=CC1NC1=CC(=NC=N1)NC(=O)C1CC(C1)N1CCC(CC1)C(=O)O)C1=C(C=CC(=C1)Cl)F 1-[3-({6-[(3-{[(tert-butyldimethylsilyl)oxy]methyl}-6-(5-chloro-2-fluorophenyl)pyridazin-4-yl)amino]pyrimidin-4-yl}carbamoyl)cyclobutyl]piperidine-4-carboxylic acid